ethyl (3S)-3-(3-bromo-2,6-difluoro-5-methylphenyl)-3-[(tert-butoxycarbonyl)amino]propanoate BrC=1C(=C(C(=C(C1)C)F)[C@H](CC(=O)OCC)NC(=O)OC(C)(C)C)F